BrC=1C(=C(C(=O)O)C=C(C1)O[Si](C)(C)C(C)(C)C)F 3-bromo-5-((t-butyldimethylsilyl)oxy)-2-fluorobenzoic acid